[N+](=O)([O-])C=CC1=C(C=CC=C1)C1=CC=CC=C1 (2-nitrovinyl)-1,1'-biphenyl